3-(tert-butyldithio)propan-1-ol C(C)(C)(C)SSCCCO